C(C)(C)(C)OC(NC=1C=CC=2N(C1)C(=CN2)I)=O (3-iodoimidazo[1,2-a]pyridin-6-yl)carbamic acid tert-butyl ester